phenyl-(triethylphosphine) nickel chloride [Ni](Cl)Cl.C1(=CC=CC=C1)CCP(CC)CC